C(C(CCCCCCCCCCCC(=O)[O-])CCCCCCCCCCC(=O)[O-])CCCCCCCCCCC(=O)[O-] propane-1,2,3-triyltris(undecanoate)